N-[(1R,2R,3S,5R)-2-hydroxy-2,6,6-trimethyl-norpinan-3-yl]-2-methoxy-4H-pyrrolo[2,3-d]thiazole-5-carboxamide O[C@@]1([C@H]2C([C@@H](C[C@@H]1NC(=O)C1=CC3=C(N=C(S3)OC)N1)C2)(C)C)C